2-Amino-7-fluoro-4-(5-fluoro-3-((2S,3S)-3-(4-((R)-2-hydroxypropyl)piperazin-1-yl)-2-methylpyrrolidin-1-yl)-7,9-dihydrofuro[3,4-f]quinazolin-6-yl)thieno[3,2-c]pyridine-3-carbonitrile NC1=C(C=2C(=NC=C(C2S1)F)C=1C2=C(C=3C=NC(=NC3C1F)N1[C@H]([C@H](CC1)N1CCN(CC1)C[C@@H](C)O)C)COC2)C#N